2,2-difluoro-N-(2,3,6-trifluoro-4-((3-(2-(((3S,5S)-5-fluoropiperidin-3-yl)amino)pyrimidin-4-yl)-6-methylpyridin-2-yl)oxy)phenyl)butane-1-sulfonamide FC(CS(=O)(=O)NC1=C(C(=C(C=C1F)OC1=NC(=CC=C1C1=NC(=NC=C1)N[C@@H]1CNC[C@H](C1)F)C)F)F)(CC)F